sodium (2S)-2-(4-chloro-2-ethylphenoxy)propanoate ClC1=CC(=C(O[C@H](C(=O)[O-])C)C=C1)CC.[Na+]